N-(4-(4-amino-7-(1-methyl-1H-pyrazol-3-yl)pyrrolo[2,1-f][1,2,4]triazin-5-yl)-2-methoxyphenyl)-N,5-dimethyl-1,3,4-oxadiazol-2-amine NC1=NC=NN2C1=C(C=C2C2=NN(C=C2)C)C2=CC(=C(C=C2)N(C=2OC(=NN2)C)C)OC